2-(2-oxo-phenethyl)-4-iodo-isoquinolin-1(2H)-one O=C1C(CCN2C(C3=CC=CC=C3C(=C2)I)=O)C=CC=C1